5-(3,4-dimethylphenyl)-2-(1,1-dioxido-2,3-dihydrothiophen-3-yl)isoindolin-1-one CC=1C=C(C=CC1C)C=1C=C2CN(C(C2=CC1)=O)C1CS(C=C1)(=O)=O